[N+](=O)([O-])C=1C=C(C(O)=CC1)O p-nitrocatechol